1-[2-(4-bromophenyl)-1,4,6,7-tetrahydroimidazo[4,5-c]pyridin-5-yl]ethanone BrC1=CC=C(C=C1)C=1NC2=C(CN(CC2)C(C)=O)N1